BrC1=CN=C2N1N=C(C=C2C)C(=O)N(C)C2=CC(=C(C=C2)F)OC 3-bromo-N-(4-fluoro-3-methoxy-phenyl)-N,8-dimethyl-imidazo[1,2-b]pyridazine-6-carboxamide